C(C)N(C=1C=C2C(=CN(C2=CC1)S(=O)(=O)CC1=CC=CC=C1)C=O)CC 5-(diethylamino)-1-toluenesulfonyl-1H-indole-3-carbaldehyde